3-((4-(3-(2-chloro-5-(hydroxymethyl)pyridin-4-yl)ureido)pyridin-2-yl)ethynyl)-N-(4-((2-(2,6-dioxopiperidin-3-yl)-1,3-dioxoisoindolin-4-yl)amino)butyl)benzamide ClC1=NC=C(C(=C1)NC(NC1=CC(=NC=C1)C#CC=1C=C(C(=O)NCCCCNC2=C3C(N(C(C3=CC=C2)=O)C2C(NC(CC2)=O)=O)=O)C=CC1)=O)CO